N-(5-(1-butyl-7'-fluoro-3'-methyl-2'-oxo-2',3'-dihydrospiro[azetidine-3,1'-pyrrolo[2,3-c]quinolin]-8'-yl)-2-(2-(isopropylamino)ethoxy)pyridin-3-yl)methanesulfonamide C(CCC)N1CC2(C(N(C=3C=NC=4C=C(C(=CC4C32)C=3C=C(C(=NC3)OCCNC(C)C)NS(=O)(=O)C)F)C)=O)C1